C(C)(C)(C)OC(=O)N1CC=2N=C(N=C(C2CC1)N1C(CN(CC1)C(=O)OCC1=CC=CC=C1)COCCCC1OC1)Cl tert-butyl-4-(4-((benzyloxy) carbonyl)-2-((3-(oxiran-2-yl) propoxy) methyl) piperazin-1-yl)-2-chloro-5,6-dihydropyrido[3,4-d]pyrimidine-7(8H)-carboxylate